8-([1,1'-biphenyl]-4-ylmethyl)-2-(pyren-1-ylmethyl)hexahydro-2H-pyrazino[1,2-a]pyrazine-6,9-dione C1(=CC=C(C=C1)CN1C(C2N(CCN(C2)CC2=CC=C3C=CC4=CC=CC5=CC=C2C3=C45)C(C1)=O)=O)C1=CC=CC=C1